C(#N)C1=CC(=C(COC2=CC(=CC(=N2)N2CCN(CC2)[C@@H](C)C2=NC3=C(N2C[C@H]2OCC2)C=C(C=C3)C(=O)O)OC)C=C1)F 2-((S)-1-(4-(6-((4-cyano-2-fluorobenzyl)oxy)-4-methoxypyridin-2-yl)piperazine-1-yl)ethyl)-1-(((S)-oxetan-2-yl)methyl)-1H-benzo[d]imidazole-6-carboxylic acid